methyl 2-(3-bromo-6-chloropyridin-2-yl)butanoate BrC=1C(=NC(=CC1)Cl)C(C(=O)OC)CC